C1(=CC=C(C=C1)COC1=NSC(=C1)C(=O)O)C1=CC=CC=C1 3-([1,1'-biphenyl]-4-ylmethoxy)isothiazole-5-carboxylic acid